3-(2-methoxyphenyl)-4,4-dimethyl-5-((4-methylquinolin-2-yl)methyl)-4,5-dihydroisoxazole COC1=C(C=CC=C1)C1=NOC(C1(C)C)CC1=NC2=CC=CC=C2C(=C1)C